1,2-bis(2-bromo-4-fluoro-6-methylphenoxy)ethane BrC1=C(OCCOC2=C(C=C(C=C2C)F)Br)C(=CC(=C1)F)C